2-[6-[5-(6-methyl-2-pyridyl)-1H-imidazol-4-yl]-3-quinolyl]thiazole-4-carboxylic acid CC1=CC=CC(=N1)C1=C(N=CN1)C=1C=C2C=C(C=NC2=CC1)C=1SC=C(N1)C(=O)O